tert-Butyl 6-(5-bromopyrazolo[1,5-a]pyridine-3-carbonyl)-2,6-diazaspiro[3.3]heptane-2-carboxylate BrC1=CC=2N(C=C1)N=CC2C(=O)N2CC1(CN(C1)C(=O)OC(C)(C)C)C2